5-[1-(5-amino-2-pyridyl)-3-(trifluoromethyl)pyrazol-4-yl]-N-[3-chloro-4-[[1-[(2S,4R)-4-hydroxyprolyl]-4-piperidyl]methylcarbamoyl]phenyl]-1-methylimidazole-2-carboxamide NC=1C=CC(=NC1)N1N=C(C(=C1)C1=CN=C(N1C)C(=O)NC1=CC(=C(C=C1)C(NCC1CCN(CC1)C([C@H]1NC[C@@H](C1)O)=O)=O)Cl)C(F)(F)F